FC(C=1C(=CNC(C1)=O)C(=O)NC=1C(=CC(=C(C1)C1=CCCN(C1)C(=O)OC1CC(C1)(F)F)F)N1C[C@H](N(CC1)C)C)F |r| (3,3-difluorocyclobutyl) 5-[5-[[4-(difluoromethyl)-6-oxo-1H-pyridine-3-carbonyl]amino]-2-fluoro-4-[rac-(3R)-3,4-dimethylpiperazin-1-yl]phenyl]-3,6-dihydro-2H-pyridine-1-carboxylate